(E)-1-(2-amino-4,6-dichloropyrimidin-5-yl)-5-(piperidin-1-yl)-2-penten-1-one NC1=NC(=C(C(=N1)Cl)C(\C=C\CCN1CCCCC1)=O)Cl